CC1=CC=C(C=C1)S(=O)(=O)NC1=CC=C(C=C1)/C=C/1\CCN2C1=NC(C1=CC=CC=C21)=O (E)-4-methyl-N-(4-((5-oxo-1,2-dihydropyrrolo[1,2-a]quinazolin-3(5H)-ylidene)methyl)phenyl)benzenesulfonamide